((2S,5R)-5-(8-amino-1-(2-fluoro-4-phenoxyphenyl)imidazo[1,5-a]pyrazin-3-yl)tetrahydro-2H-pyran-2-yl)methanol NC=1C=2N(C=CN1)C(=NC2C2=C(C=C(C=C2)OC2=CC=CC=C2)F)[C@H]2CC[C@H](OC2)CO